S(=O)(=O)(O)CCC[NH+](C)C 3-Sulfopropyl-N,N-dimethyl-ammonium